tert-butyl ((2S,5S,Z)-5-hydroxyhex-3-en-2-yl)carbamate O[C@H](\C=C/[C@H](C)NC(OC(C)(C)C)=O)C